ClC1=NNC2=NC(=NC(=C21)NCC)NC2=C1C=NN(C1=C(C=C2)F)CC(C)(O)C 1-(4-((3-chloro-4-(ethylamino)-1H-pyrazolo[3,4-d]pyrimidin-6-yl)amino)-7-fluoro-1H-indazol-1-yl)-2-methylpropan-2-ol